N2-(2-methoxyethyl)-N2-methyl-N4-[1-(propan-2-yl)-1H-pyrazolo[4,3-c]pyridin-6-yl]-6-(pyrrolidin-1-yl)pyrimidine-2,4-diamine COCCN(C1=NC(=CC(=N1)NC1=CC2=C(C=N1)C=NN2C(C)C)N2CCCC2)C